[BrH2+].C(CCC)[N+]1=CC=CC=C1 N-butyl-pyridinium bromonium salt